O=C1NC(CCC1N1C(C2=CC=C(C=C2C1=O)N1CCN(CC1)CCC1CCN(CC1)C=1C=CC=2NC3=CC=C(C=C3SC2C1)[N+](=O)[O-])=O)=O 2-(2,6-dioxopiperidin-3-yl)-5-(4-(2-(1-(7-nitro-10H-phenothiazin-3-yl)piperidin-4-yl)ethyl)piperazin-1-yl)isoindoline-1,3-dione